C(C)(C)C1=C(C(=CC=C1)C(C)C)C=1C(=C(C=2C=3C(=CC=C4C=CC(=C(C5=C(C=CC1C52)OC5=C(C=CC=C5)C5=CC=CC=C5)C43)OC4=C(C=CC=C4)C4=CC=CC=C4)OC4=C(C=CC=C4)C4=CC=CC=C4)OC4=C(C=CC=C4)C4=CC=CC=C4)C4=C(C=CC=C4C(C)C)C(C)C bis(2,6-diisopropylphenyl)-1,6,7,12-tetrakis(2-phenylphenoxy)perylene